N-[(2,1,3-benzothiadiazol-4-yl)methyl]5-methyl-1,3,4-oxadiazol-2-amine hydrobromide Br.N=1SN=C2C1C=CC=C2CNC=2OC(=NN2)C